allyl-trichlorosilaneamine C(C=C)N[Si](Cl)(Cl)Cl